N-[(4S)-3,4-dihydro-2H-chromen-4-yl]-8-[(3R,5S)-3,5-dimethylpiperidin-1-yl]-4-(morpholin-4-yl)quinoline-3-carboxamide O1CC[C@@H](C2=CC=CC=C12)NC(=O)C=1C=NC2=C(C=CC=C2C1N1CCOCC1)N1C[C@@H](C[C@@H](C1)C)C